(2,6-bis((6-bromohexyl)oxy)phenyl)-5-bromothiophene BrCCCCCCOC1=C(C(=CC=C1)OCCCCCCBr)C=1SC(=CC1)Br